2,5-dimethoxy-4-(4,4,5,5-tetramethyl-1,3,2-dioxaborolan-2-yl)benzaldehyde COC1=C(C=O)C=C(C(=C1)B1OC(C(O1)(C)C)(C)C)OC